C1(CC1)OC1=NC(=NC=C1C(=O)NC1=C(C=CC=C1Cl)Cl)NC=1C=NN(C1)CCN(C)C 4-cyclopropoxy-N-(2,6-dichlorophenyl)-2-({1-[2-(dimethylamino)ethyl]-1H-pyrazol-4-yl}amino)pyrimidine-5-carboxamide